3-((2-(4-fluorophenyl)azetidin-1-yl)carbonyl)-1,5,7-trimethyl-1,5-dihydro-4H-pyrrolo[3,2-c]pyridin-4-one FC1=CC=C(C=C1)C1N(CC1)C(=O)C1=CN(C2=C1C(N(C=C2C)C)=O)C